C(C)(C)(C)OC(=O)N1[C@H]([C@@](CCC1)(CO)N)COC1CCC(CC1)OCC1=CC=CC=C1 |o1:8,9| tert-butyl-rel-(2R,3S)-3-amino-2-({[4-(benzyloxy)cyclohexyl]oxy}methyl)-3-(hydroxymethyl)piperidine-1-carboxylate